BrC=1C(C(=CN2C1N=C(C=C2)C2CC2)C2=CC1=C3N(N=C1C=C2)CC2(N(C3)C)CC2)=O 9-bromo-2-cyclopropyl-7-(2'-methyl-1',2'-dihydro-4'H-spiro[cyclopropane-1,3'-pyrazino[1,2-b]indazole]-9'-yl)-8H-pyrido[1,2-a]pyrimidin-8-one